COC1=CC=C(CN2C(C3(C2)CN(CCC3)C(=O)OC(C)(C)C)=O)C=C1 tert-butyl 2-(4-methoxybenzyl)-1-oxo-2,6-diazaspiro[3.5]nonane-6-carboxylate